5-(4-fluorophenyl)-5-hydroxy-1,3-diphenyl-2,4-imidazolinedione FC1=CC=C(C=C1)C1(C(N(C(N1C1=CC=CC=C1)=O)C1=CC=CC=C1)=O)O